ClC=1C=C(C=2N(N1)C=CN2)[C@@H]2[C@H](C2)C2=NC=C(C=C2F)Cl 6-chloro-8-((1S,2S)-2-(5-chloro-3-fluoropyridin-2-yl)cyclopropyl)imidazo[1,2-b]pyridazine